Aluminum monoacetyl acetate bis(ethyl acetoacetate) C(C)CC(CC(=O)[O-])=O.C(C)CC(CC(=O)[O-])=O.C(C)(=O)OC(C)=O.[Al+2]